C1(CC1)C=1C(=C(OC=2N=NC3=CC=CC=C3C2)C=CC1)F 3-(3-cyclopropyl-2-fluoro-phenoxy)cinnoline